tert-Butyl 4-((tetrahydrofuran-3-yl)amino)-7,8-dihydropyrido[4,3-d]pyrimidine-6(5H)-carboxylate hydrochloride Cl.O1CC(CC1)NC=1C2=C(N=CN1)CCN(C2)C(=O)OC(C)(C)C